N2-(2-methoxy-4-(piperidin-1-yl)phenyl)-N8-neopentylpyrido[3,4-d]pyrimidine-2,8-diamine COC1=C(C=CC(=C1)N1CCCCC1)NC=1N=CC2=C(N1)C(=NC=C2)NCC(C)(C)C